1-(cyclopropylmethyl)-2-[9-(3-hydroxypropyl)-1,9-diazatricyclo[6.3.1.04,12]dodeca-2,4(12),5,7-tetraen-2-yl]-7-methoxy-benzimidazole-5-carboxylic acid methyl ester COC(=O)C1=CC2=C(N(C(=N2)C=2N3CCN(C4=CC=CC(C2)=C34)CCCO)CC3CC3)C(=C1)OC